tert-butyl (R)-(1-(6-(1-azido cyclopropyl)pyridazin-3-yl)piperidin-3-yl)(cyclobutylmethyl)carbamate N(=[N+]=[N-])C1(CC1)C1=CC=C(N=N1)N1C[C@@H](CCC1)N(C(OC(C)(C)C)=O)CC1CCC1